ONN1N=C(C(C1=O)C(C)C)C1=CC=CC=C1 (hydroxyamino)-3-phenyl-4-(prop-2-yl)-4,5-dihydro-1H-pyrazol-5-one